(1R,3s,5S)-3-(4-nitro-1H-pyrazol-1-yl)-8-azabicyclo[3.2.1]octane [N+](=O)([O-])C=1C=NN(C1)C1C[C@H]2CC[C@@H](C1)N2